(1H-indol-5-yl)(piperidin-1-yl)methanone N1C=CC2=CC(=CC=C12)C(=O)N1CCCCC1